C(CCCCCCCC)OC(CCCCCCCN(CCCCCCCOC(CCC(OCCCC\C=C/CC)OCCCC\C=C/CC)=O)CCCN)=O.FC1=C(ON2CCCCC2)C=CC=C1 (2-fluorophenoxy)piperidine nonyl-8-((3-aminopropyl)(7-((4,4-bis(((Z)-oct-5-en-1-yl)oxy)butanoyl)oxy)heptyl)amino)octanoate